(R)-3-(2-(methoxymethoxy)phenyl)-5-methyl-6,7,8,9-tetrahydro-5H-pyrido[3',4':4,5]pyrrolo[2,3-c]pyridazine COCOC1=C(C=CC=C1)C1=CC2=C(N=N1)NC1=C2[C@H](NCC1)C